O1CCN(CC1)C=1C(C2=CC=CC=C2C(C1[Se]C1=CC=C(C=C1)Cl)=O)=O 2-morpholino-3-(4-chlorophenyl-seleno)1,4-naphthoquinone